FC1=C(C=CC(=C1)F)[N+](=O)[O-] 2,4-difluoro-1-nitro-benzene